C(C)(C)(C)OC(=O)N1CCC(CC1)C=1N=NN(C1)C1=CC=C(C=C1)C1=NN=C(N1C)COC1=CC(=CC=C1)C(F)(F)F 4-{1-[4-(4-methyl-5-{[3-(trifluoromethyl)phenoxy]methyl}-4H-1,2,4-triazol-3-yl)phenyl]-1H-1,2,3-triazol-4-yl}piperidine-1-carboxylic acid tert-butyl ester